C(C)(C)C1=C(OC=2C(=NC(=NC2)N)N)C=C(C(=C1)OC)OC 5-(2-isopropyl-4,5-dimethoxy-phenoxy)-pyrimidine-2,4-diamin